1-(2-(3-(Hydroxymethyl)phenoxy)ethyl)-N-((tetrahydro-2H-pyran-2-yl)oxy)-1H-indole-6-carboxamide OCC=1C=C(OCCN2C=CC3=CC=C(C=C23)C(=O)NOC2OCCCC2)C=CC1